5-Methyl-1-[4-[5-(trifluoromethyl)pyrimidin-2-yl]piperazin-1-yl]heptane-1,6-dione CC(CCCC(=O)N1CCN(CC1)C1=NC=C(C=N1)C(F)(F)F)C(C)=O